5-(diethylamino)-2-(2,6-diisopropylphenyl)imidazo[1,5-a]pyridin-2-ium chloride [Cl-].C(C)N(C1=CC=CC=2N1C=[N+](C2)C2=C(C=CC=C2C(C)C)C(C)C)CC